tris[2-(cyclohexyloxycarbonylmethyloxy)ethyl]amine C1(CCCCC1)OC(=O)COCCN(CCOCC(=O)OC1CCCCC1)CCOCC(=O)OC1CCCCC1